diethyl (2-cyclopropyl-2-(3-hydroxyphenyl)ethyl)phosphonate C1(CC1)C(CP(OCC)(OCC)=O)C1=CC(=CC=C1)O